OC(C=1N(C2=CC=CC=C2C1)C(=O)OC(C)(C)C)C1=CC=CC=C1 tert-butyl 2-(hydroxy (phenyl) methyl)-1H-indole-1-carboxylate